OCC1=CC=C(C=C1)C1=CN=C(N1)C1N(CCCC1)C(C(C)S(=O)(=O)C)=O 1-(2-(5-(4-(hydroxymethyl)phenyl)-1H-imidazol-2-yl)piperidin-1-yl)-2-(methylsulfonyl)propan-1-one